methyl (R)-4-fluoro-2-(pyrrolidin-2-yl)benzoate FC1=CC(=C(C(=O)OC)C=C1)[C@@H]1NCCC1